BrC1=CC=C2C(=NN(C2=C1)COCC[Si](C)(C)C)C1=NC2=C(N1COCC[Si](C)(C)C)CN(C2)C(=O)OC(C)(C)C tert-butyl 2-(6-bromo-1-((2-(trimethylsilyl) ethoxy) methyl)-1H-indazol-3-yl)-1-((2-(trimethylsilyl) ethoxy) methyl)-4,6-dihydropyrrolo[3,4-d]imidazole-5(1H)-carboxylate